N1(N=CC=C1)CCC(=O)N1C[C@H](CCC1)C1=CC(=C2C=C(NC2=C1F)C(=O)O)C1=CC=C(C=C1)N1CCN(CC1)C(=O)OC(C)(C)C (R)-6-(1-(3-(1H-pyrazol-1-yl)propanoyl)piperidin-3-yl)-4-(4-(4-(tert-butoxycarbonyl)piperazin-1-yl)phenyl)-7-fluoro-1H-indole-2-carboxylic acid